ClC(C(=O)OC(C(C)O)C)=C 2-hydroxy-1-methylpropyl α-chloroacrylate